ClC1=C(C(=NC=N1)N1CC(C1)O)OC 1-(6-chloro-5-methoxy-pyrimidin-4-yl)azetidin-3-ol